The molecule is an abietane diterpenoid that is ferruginol in which the methylene group para to the phenolic hydroxy group has been substituted by an oxo group. It has a role as a plant metabolite, an antiviral agent, an antineoplastic agent, an antioxidant and a radical scavenger. It is an abietane diterpenoid, a carbotricyclic compound, a meroterpenoid, a member of phenols and a cyclic terpene ketone. It derives from a ferruginol. CC(C)C1=C(C=C2C(=C1)C(=O)C[C@@H]3[C@@]2(CCCC3(C)C)C)O